ClC=1C(=NC(=NC1)NC1=C(C=C(C=C1)N1CCC(CC1)N1CCN(CC1)C)OC)NC1=C(C=CC=C1)S(=O)(=O)C(C)C 5-chloro-N4-(2-(isopropyl-sulfonyl)phenyl)-N2-(2-methoxy-4-(4-(4-methylpiperazin-1-yl)piperidin-1-yl)phenyl)pyrimidine-2,4-diamine